COC(=O)C1=CC2=C(N=C(N=C2N[C@H](C)C2=C(C(=CC=C2)C(F)F)F)C)N=C1Cl (R)-methyl-7-chloro-4-(1-(3-(difluoromethyl)-2-fluorophenyl) ethylamino)-2-methylpyrido[2,3-d]pyrimidine-6-carboxylate